BrC=1N=C(C(N(C1)[C@H](C(=O)OC)CC(C)C)=O)OC (S)-methyl 2-(5-bromo-3-methoxy-2-oxopyrazin-1(2H)-yl)-4-methylpentanoate